BrC1=C(C=C(C=C1)NC(C1=C(C=NC=C1)N1CCC2(CC2)CC1)=O)C(=O)N1CC(CCC1)(F)F N-(4-bromo-3-(3,3-difluoropiperidine-1-carbonyl)phenyl)-3-(6-azaspiro[2.5]octan-6-yl)isonicotinamide